2-[6-(8-ethyl-1,11-dioxa-4,8-diazaspiro[5.6]dodecan-4-yl)pyridazin-3-yl]-3,5-dimethylphenol C(C)N1CC2(CN(CCO2)C2=CC=C(N=N2)C2=C(C=C(C=C2C)C)O)COCC1